3-(3-((2-(3-azido-2,2-dimethylpropyl)-2'-fluoro-5'-methoxy-[1,1'-biphenyl]-4-yl)methoxy)phenyl)-3-cyclopropylpropanoic acid N(=[N+]=[N-])CC(CC1=C(C=CC(=C1)COC=1C=C(C=CC1)C(CC(=O)O)C1CC1)C1=C(C=CC(=C1)OC)F)(C)C